(S)-1-(4-cyclobutyl-3-(3,3-di-fluorocyclobutyl)-1-methyl-1H-pyrazol-5-yl)-3-(3,3-difluoro-cyclopentyl)urea C1(CCC1)C=1C(=NN(C1NC(=O)N[C@@H]1CC(CC1)(F)F)C)C1CC(C1)(F)F